C(C)(C)(C)OC(=O)N1C[C@H](CCC1)NC=1C2=C(N=CN1)C(=CC(=N2)C2=CC=C(C=C2)OCC(C)(C)OC)C(N)=O (3S)-3-([8-carbamoyl-6-[4-(2-methoxy-2-methylpropyloxy)phenyl]pyrido[3,2-d]pyrimidin-4-yl]amino)piperidine-1-carboxylic acid tert-butyl ester